1-di-2-propenylamino-3,4-dimethylenehex-5-ene C(C=C)N(CCC(C(C=C)=C)=C)CC=C